C(C)(C)(C)OC(=O)N1CC2CCC(C1)C2COC2=NC=CC(=C2)C#N 8-(((4-cyanopyridin-2-yl)oxy)methyl)-3-azabicyclo[3.2.1]octane-3-carboxylic acid tert-butyl ester